para-aminomethylaniline NCC1=CC=C(N)C=C1